C[C@H]([C@@H](C(=O)N[C@@H](C(C)C)C(=O)O)NC(=O)[C@H](CC(C)C)NC(=O)C1=CC=CC(=C1)CNC(=O)CN(CCNC(=O)[C@H](C)NC(=O)[C@H](CC(C)C)NC(=O)CCN)C(=O)CC2=CNC3=CC=CC=C32)O The molecule is an oligopeptide composed of the tripeptide unit beta-alanyl-L-leucyl-L-alanyl which is attached via an amide bond to the amino terminus of the pseudopeptide fragment 3-({[N-(2-aminoethyl)-N-(indol-3-ylacetyl)glycyl]amino}methyl)benzoyl, which is in turn attached via an amide bond to the amino terminus of the tripeptide unit L-leucyl-L-threonyl-L-valine. It has a role as a peptidomimetic.